diisopropyl ((4-(hydroxymethyl)-3,5-dimethylphenoxy) methyl) phosphate P(=O)(OC(C)C)(OC(C)C)OCOC1=CC(=C(C(=C1)C)CO)C